C(=C\C)/C=1C=CC=2N(C1)N=CC2 (E)-6-(prop-1-en-1-yl)pyrazolo[1,5-a]pyridine